5-(3-(((S)-1-(1H-tetrazol-1-yl)propan-2-yl)oxy)-4-chlorophenyl)-N-(3-(2-(1-methyl-1H-pyrazol-3-yl)ethoxy)-1-((1r,4r)-4-morpholinocyclohexyl)-1H-pyrazol-4-yl)pyrimidin-2-amine N1(N=NN=C1)C[C@H](C)OC=1C=C(C=CC1Cl)C=1C=NC(=NC1)NC=1C(=NN(C1)C1CCC(CC1)N1CCOCC1)OCCC1=NN(C=C1)C